ClC=1C=C(C=CC1C#N)N1CC2(C[C@H]1C)CCN(CC2)C2=CC=C(C(=O)N1CCC(CC1)N1CCN(CC1)C1=CC(=C(C(=O)NC3C(NC(CC3)=O)=O)C=C1)F)C=C2 4-(4-(1-(4-((R)-2-(3-Chloro-4-cyanophenyl)-3-methyl-2,8-diazaspiro-[4.5]decan-8-yl)benzoyl)piperidin-4-yl)piperazin-1-yl)-N-(2,6-dioxo-piperidin-3-yl)-2-fluoro-benzamide